(±)-6-(2-((2-Chloro-4-(4-(3-chlorophenyl)-trans-2,3-dimethylpiperazine-1-carbonyl)phenyl)sulfinyl)acetyl)nicotinonitrile ClC1=C(C=CC(=C1)C(=O)N1[C@H]([C@@H](N(CC1)C1=CC(=CC=C1)Cl)C)C)[S@](=O)CC(=O)C1=NC=C(C#N)C=C1 |&1:24|